4-(2-Amino-2-methylpropanoyl)-N-(1-(4-(2-((trans-4-aminocyclohexyl)amino)propyl)phenyl)-2-oxo-1,2-dihydropyrimidin-4-yl)piperazine-1-carboxamide hydrochloride salt Cl.NC(C(=O)N1CCN(CC1)C(=O)NC1=NC(N(C=C1)C1=CC=C(C=C1)CC(C)N[C@@H]1CC[C@H](CC1)N)=O)(C)C